tert-butyl (5-(1-(5,5-difluoro-2-oxopiperidin-1-yl)-2-((2S,6S)-2,6-dimethylmorpholino)ethyl)thiazol-2-yl)carbamate FC1(CCC(N(C1)C(CN1C[C@@H](O[C@H](C1)C)C)C1=CN=C(S1)NC(OC(C)(C)C)=O)=O)F